CSCC[C@@H](C(=O)O)NC(=O)CC[C@@H](C(=O)O)N The molecule is a dipeptide composed of L-glutamic acid and L-methionine joined by a peptide linkage. It has a role as a human metabolite. It derives from a L-glutamic acid and a L-methionine. It is a conjugate acid of a gamma-Glu-Met(1-).